N-[(2E)-3-(benzenesulfonyl)prop-2-en-1-yl]-6-(1-cyanocyclobutanecarbonyl)-2-oxo-1,2,5,6,7,8-hexahydro-1,6-naphthyridine-3-carboxamide C1(=CC=CC=C1)S(=O)(=O)/C=C/CNC(=O)C=1C(NC=2CCN(CC2C1)C(=O)C1(CCC1)C#N)=O